C(C)(C)(C)OC(NC1C(N(CCC1)C=1C=NC(=CC1)F)=O)=O (1-(6-Fluoropyridin-3-yl)-2-oxopiperidin-3-yl)carbamic acid tert-butyl ester